3-(2H-benzotriazol-2-yl)-2-methoxy-N-(4-(perfluorooctyl)phenyl)-5-(2,4,4-trimethylpentan-2-yl)aniline N=1N(N=C2C1C=CC=C2)C=2C(=C(NC1=CC=C(C=C1)C(C(C(C(C(C(C(C(F)(F)F)(F)F)(F)F)(F)F)(F)F)(F)F)(F)F)(F)F)C=C(C2)C(C)(CC(C)(C)C)C)OC